(1S)-2-[4,6-bis(trifluoromethyl)-1,3,5-triazin-2-yl]-1-(but-3-en-1-yl)-6-chloro-2,3,4,9-tetrahydro-1H-pyrido[3,4-b]indole FC(C1=NC(=NC(=N1)C(F)(F)F)N1[C@H](C=2NC3=CC=C(C=C3C2CC1)Cl)CCC=C)(F)F